3-bromo-7-chloro-1-isopropylindole BrC1=CN(C2=C(C=CC=C12)Cl)C(C)C